COC(CC(CCC(=O)O)=O)=O 6-methoxy-4,6-dioxohexanoic acid